N-(4-((2-(2-methoxyethoxy)-6-methylpyrimidin-4-yl)amino)-5-(1-methyl-1H-pyrazol-3-yl)pyridin-2-yl)acetamide COCCOC1=NC(=CC(=N1)NC1=CC(=NC=C1C1=NN(C=C1)C)NC(C)=O)C